[Br-].C(CCCCCCCCCCCCCCC)[N+](C)(C)C cetyl-trimethyl-ammonium bromide salt